O1C=CC2=C1C=CC(=C2)C=2C(=NC(=CN2)CCCC(F)F)N2CCC(CC2)C(=O)O 1-(3-(benzofuran-5-yl)-6-(4,4-difluorobutyl)pyrazin-2-yl)piperidine-4-carboxylic acid